C(C)(C)(C)OC(=O)N(S(=O)(=O)C1=CC(=C(C=C1F)N[C@@H]1CN(CC1)C(=O)OC(C)(C)C)Cl)C=1N=CSC1 tert-butyl (S)-3-((4-(N-(tert-butoxycarbonyl)-N-(thiazol-4-yl)sulfamoyl)-2-chloro-5-fluorophenyl)amino)pyrrolidine-1-carboxylate